C(C)OC1=C(C(=O)N)C=C(C=C1)NC(C(C)C)=O 2-ethoxy-5-isobutyrylaminobenzamide